tert-butyl 3-ethynyl-pyrrolidine-1-carboxylate C(#C)C1CN(CC1)C(=O)OC(C)(C)C